8-chloro-5-[[2-[2-[(5-chloro-6-oxo-1H-pyridazin-4-yl)amino]ethyl]-2-azaspiro[3.3]heptan-6-yl]oxy]-2-methyl-isoquinolin-1-one ClC=1C=CC(=C2C=CN(C(C12)=O)C)OC1CC2(CN(C2)CCNC=2C=NNC(C2Cl)=O)C1